Azol-1-yloxytris(dimethylamino)phosphonium hexafluorophosphate F[P-](F)(F)(F)(F)F.N1(C=CC=C1)O[P+](N(C)C)(N(C)C)N(C)C